4,11-diethyl-4,9-dihydroxy-(4S)-1H-pyrano[3',4':6,7]indolizino[1,2-b]quinoline-3,14(4H,12H)-dione C(C)[C@]1(C(OCC=2C(N3CC=4C(=NC=5C=CC(=CC5C4CC)O)C3=CC21)=O)=O)O